2-((2-(4-chlorophenyl)-4-isopropyl-3,6-dioxo-piperazin-1-yl)methyl)-benzonitrile ClC1=CC=C(C=C1)C1N(C(CN(C1=O)C(C)C)=O)CC1=C(C#N)C=CC=C1